CN1N=C(C=C1)CCC 1-methyl-3-propyl-pyrazole